1-[(2R,4S)-4-[4-amino-5-[2-(6-chloro-4-fluoro-1-methyl-1,3-benzodiazol-5-yl)ethynyl]Pyrrolo[2,3-d]Pyrimidin-7-yl]-2-(methoxymethyl)pyrrolidin-1-yl]Prop-2-en-1-one NC=1C2=C(N=CN1)N(C=C2C#CC2=C(C1=C(N(C=N1)C)C=C2Cl)F)[C@H]2C[C@@H](N(C2)C(C=C)=O)COC